2-[4-[4-(2,6-dioxo-3-piperidyl)phenyl]-1-piperidyl]acetic acid O=C1NC(CCC1C1=CC=C(C=C1)C1CCN(CC1)CC(=O)O)=O